2'-(4,5-Dimethyl-1H-imidazol-2-yl)-N-((tetrahydro-2H-pyran-4-yl)methyl)-3,4'-bipyridine CC=1N=C(NC1C)C1=NC=CC(=C1)C=1CN(C=CC1)CC1CCOCC1